C(CCC=C)[Si](OCC)(OCC)C 4-pentenylmethyldiethoxysilane